4-oximino-3-methyl-2,5-cyclohexadien N(O)=C1C(=CCC=C1)C